C(C)(C)OC(=O)N1CCC(CC1)C=1C=C2C(=C(NC2=CC1)Br)C#N 4-(2-bromo-3-cyano-1H-indol-5-yl)piperidine-1-carboxylic acid isopropyl ester